P(O[C@@H]1[C@H](O[C@H]([C@H]1F)N1C2=NC=NC(=C2N=C1)NC(C1=CC=CC=C1)=O)COC(C1=CC=CC=C1)(C1=CC=C(C=C1)OC)C1=CC=C(C=C1)OC)([O-])=S.[NH4+] ammonium O-((2R,3R,4S,5R)-5-(6-benzamido-9H-purin-9-yl)-2-((bis(4-methoxyphenyl)(phenyl)methoxy)methyl)-4-fluorotetrahydrofuran-3-yl) phosphonothioate